[Si]([O-])([O-])([O-])[O-].[Na+].[Mg+2].[Li+].[Li+] Lithium Lithium Magnesium Sodium Silicate